(rac)-(cis)-3-methyl-4-(3-(trifluoromethoxy)phenyl)piperidine C[C@@H]1CNCC[C@@H]1C1=CC(=CC=C1)OC(F)(F)F |r|